{5-[4-(aminomethyl)(1,3-thiazol-2-yl)]pyrimidin-2-yl}[1-(3-fluoro(2-pyridyl))-isopropyl]amine NCC=1N=C(SC1)C=1C=NC(=NC1)NC(C)(C)C1=NC=CC=C1F